CN1N=CC(=N1)C=1C=CC(=NC1)CN 1-[5-(2-methyl-2H-1,2,3-triazol-4-yl)pyridin-2-yl]methylamine